NC1=C(C=CC=C1)C1=NC=2C(=NC(=CC2)C2=NC=C(C=C2)F)N1C1=CC=C(CN2CCC(CC2)NC2=NC(=NC=C2)C#N)C=C1 4-((1-(4-(2-(2-aminophenyl)-5-(5-fluoropyridin-2-yl)-3H-imidazo[4,5-b]pyridin-3-yl)benzyl)piperidin-4-yl)amino)pyrimidine-2-carbonitrile